2-methylisoindole-1,3-dione CN1C(C2=CC=CC=C2C1=O)=O